ClC1=C(C=CC=C1C1=NC(=C(C=C1)CNC[C@H]1NC(CC1)=O)OC)C1=C2CC[C@@H](C2=CC=C1)NC1=NC(=C(C=O)C=C1C(F)(F)F)OC 6-(((S)-4-(2-chloro-3-(6-methoxy-5-(((((S)-5-oxopyrrolidin-2-yl)methyl)amino)methyl)pyridin-2-yl)phenyl)-2,3-dihydro-1H-inden-1-yl)amino)-2-methoxy-5-(trifluoromethyl)nicotinaldehyde